S(CC(CS)S)CC(CS)S 3,3'-thiobis(Propan-1,2-dithiol)